methyl 4-phenylbut-3-enoate C1(=CC=CC=C1)C=CCC(=O)OC